3-fluoro-4-methoxy-N-((6-methoxy-1,2-dimethyl-1H-benzimidazol-7-yl)methyl)benzamide FC=1C=C(C(=O)NCC2=C(C=CC3=C2N(C(=N3)C)C)OC)C=CC1OC